2-((2-cyclohexyl-6-methoxy-2H-indazol-5-yl)carbamoyl)-6-methylpyridine 1-oxide C1(CCCCC1)N1N=C2C=C(C(=CC2=C1)NC(=O)C1=[N+](C(=CC=C1)C)[O-])OC